C(#N)C1=CC=C(C=C1)C1=CC=C(C=C1)OCCCC 4-cyano-4'-butoxybiphenyl